N-(2-(2-oxo-1-(1-(4-(propan-2-ylidene)cyclohexyl)piperidin-4-yl)indolin-3-yl)ethyl)acetamide O=C1N(C2=CC=CC=C2C1CCNC(C)=O)C1CCN(CC1)C1CCC(CC1)=C(C)C